5-fluoro-N-(5-methylpyrimidin-4-yl)-4-(3-oxo-5,6,7,8-tetrahydro[1,2,4]triazolo[4,3-a]pyridin-2(3H)-yl)-2-[(2S)-pent-2-yloxy]benzamide FC=1C(=CC(=C(C(=O)NC2=NC=NC=C2C)C1)O[C@@H](C)CCC)N1N=C2N(CCCC2)C1=O